1,2,3,4-tetrahydro-[1,4]diazepino[6,7,1-hi]indole C1NCCN2C=CC3=CC=CC1=C23